N-ethyl-5-fluoro-2-((5-(2-((3x-s,5s)-5-hydroxy-6-((2-methoxyethyl)(methyl)amino)-2-methylhex-3-yl)-2,6-diazaspiro[3.4]oct-6-yl)-1,2,4-triazin-6-yl)oxy)-N-isopropylbenzamide fumarate C(\C=C\C(=O)O)(=O)O.C(C)N(C(C1=C(C=CC(=C1)F)OC1=C(N=CN=N1)N1CC2(CN(C2)C(C(C)C)C[C@@H](CN(C)CCOC)O)CC1)=O)C(C)C